2-[5-[[tert-butoxycarbonyl(methyl)amino]methyl]-4-chloro-6-oxo-pyridazin-1-yl]acetic acid C(C)(C)(C)OC(=O)N(C)CC1=C(C=NN(C1=O)CC(=O)O)Cl